ClC1=CC=C(C=C1)NC(NC1=CC(=CC=C1)C1=CC(=CC=C1)C(C)C)=O 3-(4-chlorophenyl)-1-[3-(3-isopropylphenyl)phenyl]urea